C(C)(C)N(C1=C(C=CC=C1)NS(=O)(=O)C1=CC=C(C=C1)S(=O)(=O)N(C)C)C N1-(2-(isopropyl(methyl)amino)phenyl)-N4,N4-dimethylbenzene-1,4-disulfonamide